ClC1=CC(=NC(=N1)C1=NC(=CC=C1)C)NC1CCC(CC1)(F)F 6-chloro-N-(4,4-difluorocyclohexyl)-2-(6-methylpyridin-2-yl)pyrimidin-4-amine